FC1=C(C=CC=C1)C(=O)N1CCC=2C1=CN=CC2C2=COC=C2 (2-Fluorophenyl)(4-(furan-3-yl)-2,3-dihydro-1H-pyrrolo[2,3-c]pyridin-1-yl)methanone